C(C)OC(CC(COCCOCCOCCOCCOCC1=CC=CC=C1)N1CCN(CC1)C1=CC=C(C=C1)OC(F)(F)F)=O 1-phenyl-16-(4-(4-(trifluoromethoxy)phenyl)piperazin-1-yl)-2,5,8,11,14-pentaoxaoctadecan-18-oic acid ethyl ester